N12CCCNCCCNCCCN(CC1)CC2 1,5,9,13-Tetraazabicyclo[11.2.2]Heptadecane